COC(C(CCBr)Br)=O 2,4-dibromobutyric acid methyl ester